CC=1C(=CNC1)C(=O)OCC ethyl 4-methyl-1H-pyrrole-3-carboxylate